C(C)(=O)N1CC(C1)C(=O)N[C@@H](CCN1C2CC(CC1CC2)N2C(=NC1=C2C=CC=C1F)C)C1=CC=CC=C1 1-Acetyl-N-{(1S)-3-[3-exo-(4-fluoro-2-methyl-1H-benzimidazol-1-yl)-8-azabicyclo[3.2.1]oct-8-yl]-1-phenylpropyl}-3-azetidinecarboxamide